5-ethynyl-2,2-dimethyl-1,3-dioxolan C(#C)C1COC(O1)(C)C